ClC1=C(C(=O)NC2=C(C=3C(=NC4=CC=CC=C4N3)N2CCC2=CC=CC=C2)C#N)C(=CC=C1)F 2-chloro-N-[3-cyano-1-(2-phenylethyl)-1H-pyrrolo[2,3-b]quinoxalin-2-yl]-6-fluorobenzamide